C(C)(C)(C)OC(=O)N(C(OC(C)(C)C)=O)CC=1N=NC(=CC1)C1=C(C=C(C=C1C)C(F)(F)F)O Tert-butyl (tert-butoxycarbonyl)((6-(2-hydroxy-6-methyl-4-(trifluoromethyl)phenyl)pyridazin-3-yl)methyl)carbamate